(2R,5S)-2-Ethyl-5-methyl-1-(4-(trifluoromethyl)benzyl)piperazine hydrochloride Cl.C(C)[C@H]1N(C[C@@H](NC1)C)CC1=CC=C(C=C1)C(F)(F)F